6-[4-[1-(morpholin-4-yl)cyclopropyl]phenyl]-4-[(3S)-piperidin-3-ylamino]pyrido[3,2-d]pyrimidine-8-carboxamide N1(CCOCC1)C1(CC1)C1=CC=C(C=C1)C=1C=C(C=2N=CN=C(C2N1)N[C@@H]1CNCCC1)C(=O)N